[Fe].[Cu].[Ni].[Co] cobalt nickel copper iron